2-(2-(cyclopropanesulfonamido)thiazol-4-yl)-N-(2-fluoro-4-(5-fluoropyridin-3-yl)phenyl)-2-methylpropanamide C1(CC1)S(=O)(=O)NC=1SC=C(N1)C(C(=O)NC1=C(C=C(C=C1)C=1C=NC=C(C1)F)F)(C)C